α-L-Rhamnosyl-β-hydroxydecanoyl-β-hydroxydecanoat [C@@H]1([C@H](O)[C@H](O)[C@@H](O)[C@@H](O1)C)C(C(=O)[O-])(C(CCCCCCC)O)C(C(CCCCCCCC)O)=O